ClC1=CC=C(C=C1)C(C(C(=O)N)(F)F)O 3-(4-chlorophenyl)-2,2-difluoro-3-hydroxypropanamide